C(C)OP(=O)(OCC)[O-].C(CCC)[P+](C)(CCCC)CCCC Tributyl(methyl)phosphonium diethylphosphat